C1(=CC=CC=C1)C=O anti-benzeneformaldehyde